C(C)(C)(C)C1=CC=C(C=C1)N1C(=C(C2=CC(=CC=C12)OC)NC(NC1=CC=C(C(=O)O)C=C1)=O)CC 4-(3-(1-(4-(tert-butyl)phenyl)-2-ethyl-5-methoxy-1H-indol-3-yl)ureido)benzoic acid